(4aS)-7-chloro-2,5-dihydro-2-[[(methoxycarbonyl)[4-[(trifluoromethyl)thio]phenyl]amino]carbonyl]-indeno[1,2-e][1,3,4]oxadiazine-4a(3H)-carboxylic acid methyl ester COC(=O)[C@]12C(=NN(CO1)C(=O)N(C1=CC=C(C=C1)SC(F)(F)F)C(=O)OC)C1=CC=C(C=C1C2)Cl